tert-amyl alcohol potassium [K].C(C)(C)(CC)O